FC=1C=C(C=C(C1)C)C1=C(NC=2C1=NC=CC2)C2=C(C=NC=C2)OCCNC 2-({4-[3-(3-fluoro-5-methylphenyl)-1H-pyrrolo[3,2-b]pyridin-2-yl]pyridin-3-yl}oxy)-N-methylethan-1-amine